N1(CCC1)CC1=CC=C(C=C1)S(=O)(N)=NC(NC1=C2CCCC2=CC=2CCCC12)=O 4-(Azetidin-1-ylmethyl)-N'-(1,2,3,5,6,7-hexahydro-s-indacen-4-ylcarbamoyl)-benzenesulfonimidamide